C(C)(C)(C)C1=NOC(=N1)C(=O)N[C@@H]1C2=C(CN(CC1)CC(F)(F)F)C=C(C=C2)C2=NC=NC(=N2)NC2=NN(C=C2)C (S)-3-(tert-butyl)-N-(8-(4-((1-methyl-1H-pyrazol-3-yl)amino)-1,3,5-triazin-2-yl)-2-(2,2,2-trifluoroethyl)-2,3,4,5-tetrahydro-1H-benzo[c]azepin-5-yl)-1,2,4-oxadiazole-5-carboxamide